2-(4-((3-methyl-4-((1-methyl-1H-benzo[d]imidazol-5-yl)oxy)phenyl)amino)pyrimidin-5-yl)oxazole-4-carbaldehyde CC=1C=C(C=CC1OC1=CC2=C(N(C=N2)C)C=C1)NC1=NC=NC=C1C=1OC=C(N1)C=O